ALPHA-ISOBUTYLPHENETHYL ALCOHOL C(C(C)C)C(CC1=CC=CC=C1)O